1-(trifluoromethyl)trifluoroethylacrylate FC(C(C(F)(F)F)OC(C=C)=O)(F)F